ClC1=NC=C(C(=N1)NC1CC[Si](CC1)(C)C)C(=O)O 2-chloro-4-((1,1-dimethylsilinan-4-yl)amino)pyrimidine-5-carboxylic acid